C[Si](CCOCN1C=NC=C1C1=CC=NC=C1)(C)C 4-(1-((2-(trimethylsilyl)ethoxy)methyl)-1H-imidazol-5-yl)pyridine